OC1=C(C(=O)NC23CC4CC(CC(C2)C4)C3)C=CC=C1 2-hydroxy-N-(tricyclo[3.3.1.13,7]decan-3-yl)benzamide